(2-oxo-1,3-dioxolan-4-yl)methyloleate O=C1OCC(O1)COC(CCCCCCC\C=C/CCCCCCCC)=O